4-(N-methyl-N-(3-(N-N-octyl-L-alanylamino)-4-methoxyphenyl)-amino)coumarin CN(C1=CC(=C(C=C1)OC)NC([C@@H](NCCCCCCCC)C)=O)C1=CC(OC2=CC=CC=C12)=O